ClC=1C=C(C=C(C1)F)NC(N([C@H]1COCC=2NC(C=3C=CC=CC3C21)=O)C)=O (R)-3-(3-chloro-5-fluorophenyl)-1-methyl-1-(6-oxo-1,4,5,6-tetrahydro-2H-pyrano[3,4-c]isoquinolin-1-yl)urea